methyl 3-fluoro-4-(2-(methoxycarbonyl)cyclopent-1-en-1-yl)-5-nitrobenzoate FC=1C=C(C(=O)OC)C=C(C1C1=C(CCC1)C(=O)OC)[N+](=O)[O-]